2-(phenyl)pyridine C1(=CC=CC=C1)C1=NC=CC=C1